cyclopropyl N-[(1S)-1-[[2-chloro-5-(1-isopropyl-6-oxo-3-pyridyl)phenyl]methyl]-2-[4-(3,5-dimethylimidazol-4-yl)anilino]-2-oxo-ethyl]carbamate ClC1=C(C=C(C=C1)C1=CN(C(C=C1)=O)C(C)C)C[C@@H](C(=O)NC1=CC=C(C=C1)C=1N(C=NC1C)C)NC(OC1CC1)=O